C(C1=CC=CC=C1)OC(=O)N[C@@]1(CN(CC=CC1)C(=O)OC(C)(C)C)C Tert-butyl (S)-3-(((benzyloxy)carbonyl)amino)-3-methyl-2,3,4,7-tetrahydro-1H-azepine-1-carboxylate